7-(2-cyclobutylphenyl)-8-fluoro-2-((2-fluorotetrahydro-1H-pyrrolizin-7a(5H)-yl)methoxy)pyrido[4,3-d]pyrimidine dihydrochloride Cl.Cl.C1(CCC1)C1=C(C=CC=C1)C1=C(C=2N=C(N=CC2C=N1)OCC12CCCN2CC(C1)F)F